4-bromo-3-[2-(difluoromethyl)-5-fluorophenyl]-2-[(2,4-dimethoxyphenyl)methyl]-5-fluoro-2,3-dihydro-1H-isoindol-1-one BrC1=C2C(N(C(C2=CC=C1F)=O)CC1=C(C=C(C=C1)OC)OC)C1=C(C=CC(=C1)F)C(F)F